(4-carbamoyl-5-nitropyridin-2-yl)-3,6-diazabicyclo[3.1.1]heptane-6-carboxylic acid tert-butyl ester C(C)(C)(C)OC(=O)N1C2CNCC1(C2)C2=NC=C(C(=C2)C(N)=O)[N+](=O)[O-]